11-((3-Methoxypropyl)amino)-6-methyl-5,5-dioxido-6,11-dihydrodibenzo[c,f][1,2]thiazepin-3-yl acetate C(C)(=O)OC1=CC2=C(C(C3=C(N(S2(=O)=O)C)C=CC=C3)NCCCOC)C=C1